methyl (R)-1-(2-chlorophenyl)-2-oxocyclohexylmethylcarbamate ClC1=C(C=CC=C1)[C@@]1(C(CCCC1)=O)CNC(OC)=O